C1(CC1)C=1N=CN(C1B1OC(C(O1)(C)C)(C)C)COCC[Si](C)(C)C 4-cyclopropyl-5-(4,4,5,5-tetramethyl-1,3,2-dioxaborolan-2-yl)-1-((2-(trimethylsilyl)ethoxy)methyl)-1H-imidazole